C1(=CC=CC=C1)C1=C(N=C2N1COC1=C2C=NC=C1)C1=CC=C(CN2CCC(CC2)C(C)C2=NC(=NC=C2)C#N)C=C1 4-(1-(1-(4-(3-Phenyl-5H-imidazo[1,2-c]pyrido[3,4-e][1,3]oxazin-2-yl)benzyl)piperidin-4-yl)ethyl)pyrimidine-2-carbonitrile